3,4-Dichloropyrazolo[1,5-a]pyridine-7-carbonitrile ClC=1C=NN2C1C(=CC=C2C#N)Cl